C(=O)N([C@H](C(C)(C)S)C(=O)O)C(C)C N-formyl-isopropyl-D-penicillamine